(5-bromo-6-methylpyridin-2-yl)methanamine BrC=1C=CC(=NC1C)CN